ClC=1C(=NC=C(C(=O)OCC)C1)Cl ethyl 5,6-dichloronicotinate